pyrrol-2-carboxamide N1C(=CC=C1)C(=O)N